C[C@H]1[C@@H](CN(CC1)C(=O)OC(C)(C)C)N1C(CCCC1)=O trans-tert-Butyl 4'-methyl-2-oxo-1,3'-bipiperidine-1'-carboxylate